9-(2-Ethoxy-2-oxoethylidene)-3-azaspiro[5.5]undecane-3-carboxylate C(C)OC(C=C1CCC2(CCN(CC2)C(=O)[O-])CC1)=O